C(C)(=O)C=1C=NC=2N(C1C)N=CC2C(=O)O 6-ACETYL-7-METHYL-PYRAZOLO[1,5-A]PYRIMIDINE-3-CARBOXYLIC ACID